CCCC(\C=C\CC)C=1C=C2C=C(C=NC2=CC1)C(=O)OC methyl 6-((E)-oct-5-en-4-yl)quinoline-3-carboxylate